1-[(2S)-2-{[(4-methyl-2-nitrophenyl)amino]methyl}morpholin-4-yl]ethane-1-one CC1=CC(=C(C=C1)NC[C@H]1CN(CCO1)C(C)=O)[N+](=O)[O-]